ClC1=CC(=C(C#N)C(=C1)C1=C(C=NN1C)I)OC1CC1 4-chloro-2-cyclopropyloxy-6-(4-iodo-1-methyl-1H-pyrazol-5-yl)benzonitrile